5-bromo-2,4,6-trichloro-8-fluoroquinazoline BrC1=C2C(=NC(=NC2=C(C=C1Cl)F)Cl)Cl